C(C)(=O)OC1=C(C=C(C=C1)C)Br (2-bromo-4-methyl-phenyl) acetate